N1(CCNCCC1)C1=NC=CC(=N1)NC1=CC=C(C=C1)C1=CC=NC=C1 2-(1,4-diazepan-1-yl)-N-(4-(pyridin-4-yl)phenyl)pyrimidin-4-amine